CN1N=CC(=C1C1=CC=2N(C=C1)N=C(C2)NC(=O)C2CC2)OC[C@@H]2N(C[C@H]2C(F)(F)F)C N-[5-[2-methyl-4-[[(2R,3R)-1-methyl-3-(trifluoromethyl)azetidin-2-yl]methoxy]pyrazol-3-yl]pyrazolo[1,5-a]pyridin-2-yl]cyclopropanecarboxamide